ClC=1C(=C(C=CC1)NC1=C(NC2=C1C(NCC2)=O)C2=CC=NC1=CC=C(C=C21)OC)OC 3-[(3-chloro-2-methoxyphenyl)amino]-2-(6-methoxyquinolin-4-yl)-1H,5H,6H,7H-pyrrolo[3,2-c]pyridin-4-one